C(#N)C1=C(C(=C([C-]1C#N)C#N)C#N)C#N pentacyanocyclopentadienide